C(#N)[C@H](CC1=CC=C(C=C1)C=1C=CC2=C(N(C(O2)=O)CCOC)C1)NC(=O)[C@H]1OCCCNC1 (2S)-N-[(1S)-1-cyano-2-{4-[3-(2-methoxyethyl)-2-oxo-2,3-dihydro-1,3-benzoxazol-5-yl]phenyl}ethyl]-1,4-oxazepan-2-carboxamide